((1,3-dioxoisoindolin-2-yl) oxy)-2,2-dideuterobenzyl acetate C(C)(=O)OC(C1C(C=CC=C1)([2H])[2H])ON1C(C2=CC=CC=C2C1=O)=O